2-(3-methyl-4-{[(3R)-1-methylpiperidin-3-yl]amino}[1,2]oxazolo[4,5-d]pyridazin-7-yl)-5-(trifluoromethyl)phenol formate C(=O)OC1=C(C=CC(=C1)C(F)(F)F)C=1C2=C(C(=NN1)N[C@H]1CN(CCC1)C)C(=NO2)C